3-(8-((1r,4r)-4-(4-(4-(3-amino-6-(2-hydroxyphenyl)pyridazin-4-yl)-3-fluoro-1H-pyrazol-1-yl)piperidin-1-yl)cyclohexyl)-2H-benzo[b][1,4]oxazin-4(3H)-yl)piperidine-2,6-dione NC=1N=NC(=CC1C=1C(=NN(C1)C1CCN(CC1)C1CCC(CC1)C1=CC=CC2=C1OCCN2C2C(NC(CC2)=O)=O)F)C2=C(C=CC=C2)O